4-(2-Cyclopropylacetamido)-3-methoxybenzoic acid C1(CC1)CC(=O)NC1=C(C=C(C(=O)O)C=C1)OC